C1(=CC=C(C=C1)CC=1C=C(SC1Br)Br)C1=CC=CC=C1 4-([1,1'-biphenyl]-4-ylmethyl)-2,5-dibromothiophene